N-(6,6-dibromo-7-oxo-4,5,6,7-tetrahydrobenzo[d]thiazol-2-yl)acetamide BrC1(C(C2=C(N=C(S2)NC(C)=O)CC1)=O)Br